ethyl 2,2-dimethyl-3-oxocyclobutanecarboxylate CC1(C(CC1=O)C(=O)OCC)C